2-fluoro-4-((9-(cis-4-methoxycyclohexyl)-7-methyl-8-oxo-8,9-dihydro-7H-purin-2-yl)amino)-5-methylbenzamide FC1=C(C(=O)N)C=C(C(=C1)NC1=NC=C2N(C(N(C2=N1)[C@@H]1CC[C@@H](CC1)OC)=O)C)C